C(C)(C)(C)OC(=O)N1CCN(C2=CC=CC(=C12)C)C1=CC2=C(N=C(N=C2)NC2=CC=C(C=C2)OCCN(C)C)N(C1=O)C1COC1 4-[2-[4-[2-(dimethylamino)ethoxy]anilino]-8-(oxetan-3-yl)-7-oxo-pyrido[2,3-d]pyrimidin-6-yl]-8-methyl-2,3-dihydroquinoxaline-1-carboxylic acid tert-butyl ester